3-{4-[(6,7-dimethoxy-4-quinolinyl)oxy]phenyl}-1-{3-[2-(1-piperazinyl)ethoxy]-5-(trifluoromethyl)phenyl}-2,4-imidazolidinedione COC=1C=C2C(=CC=NC2=CC1OC)OC1=CC=C(C=C1)N1C(N(CC1=O)C1=CC(=CC(=C1)C(F)(F)F)OCCN1CCNCC1)=O